C(C)(C)(C)C=1OC=C(N1)C(=O)NCC1=C(C=C(C=C1)C1=NC=NN2C1=CC(=C2)N2CC(OCC2)C)C 2-(tert-butyl)-N-(2-methyl-4-(6-(2-methylmorpholino)pyrrolo[2,1-f][1,2,4]triazin-4-yl)benzyl)oxazole-4-carboxamide